(S)-4-(4-((S)-3,3-dimethylcyclopentyl)-6,7-dimethylpteridin-2-yl)-2-(1-methyl-1H-pyrazol-4-yl)morpholine CC1(C[C@H](CC1)C1=NC(=NC2=NC(=C(N=C12)C)C)N1C[C@@H](OCC1)C=1C=NN(C1)C)C